CCC(CC)NC(=O)C1=CN=C(O1)C=1C=C(C=CC1)C1=CC(=NN1)C(=O)N[C@@H](C(C)C)C(=O)OCC ethyl (5-(3-(5-(pentan-3-ylcarbamoyl)oxazol-2-yl)phenyl)-1H-pyrazole-3-carbonyl)-L-valinate